CN(CCNC=1C=C(C(=O)OC)C=CC1[N+](=O)[O-])C methyl 3-{[2-(dimethylamino) ethyl] amino}-4-nitrobenzoate